4-(4-(3-aminophenyl)-4-oxobutyl)piperazine-1-carboxylic acid tert-butyl ester C(C)(C)(C)OC(=O)N1CCN(CC1)CCCC(=O)C1=CC(=CC=C1)N